COP(=O)(C(C(Cl)(Cl)Cl)O)OC O,O-dimethyl-1-hydroxy-2,2,2-trichloroethylphosphonate